C(N)(=O)C=1C(=C(C=CC1)NC(C1=C(C=C(C(=C1)F)N1N=C2N(CCCC2)C1=O)O[C@H](C(F)(F)F)C)=O)C N-(3-carbamoyl-2-methylphenyl)-5-fluoro-4-(3-oxo-5,6,7,8-tetrahydro[1,2,4]triazolo[4,3-a]pyridin-2(3H)-yl)-2-{[(2S)-1,1,1-trifluoropropan-2-yl]oxy}benzamide